C(C1=CC=CC=C1)OC=1C(C(=CN2N3[C@H](C[C@H]([C@@H](N(C(C21)=O)C3)C)O)C)C(=O)NCC3=C(C=C(C=C3)F)F)=O (1S,2S,4R,5S)-8-(benzyloxy)-N-(2,4-difluorobenzyl)-4-hydroxy-2,5-dimethyl-7,9-dioxo-2,3,4,5,7,9-hexahydro-1,6-methanopyrido[1,2-b][1,2,5]triazonine-10-carboxamide